COCC(C)(O[Al](OC(COC)(C)C)OC(COC)(C)C)C tri(1-methoxy-2-methyl-2-propoxy)aluminum